dihydrospiro[cyclopentane-1,3'-indole] N1CC2(C3=CC=CC=C13)CCCC2